14-Hydroxy-tricosanoic acid OC(CCCCCCCCCCCCC(=O)O)CCCCCCCCC